FC12C(C(=O)NC1=O)C(=CC=C2)F 2,6-difluorophthalimide